2-isocyanatomethyl-3-(3-isocyanatopropyl)-6-isocyanatomethyl-bicyclo[2.2.1]-heptane N(=C=O)CC1C2C(CC(C1CCCN=C=O)C2)CN=C=O